FC(C)(F)C=1C=C(C=CC1)N1C(N=CC=C1C)C=1C=C(C=C(C1)C)C1=CC=CC=C1 N-(3-(1,1-difluoroethyl)phenyl)-6-methyl-2-(5-methyl-[1,1'-biphenyl]-3-yl)pyrimidine